FC(C1=C(C=NN1C)S(=O)(=O)N1CCC(CC1)C=1C(=C(C=2N(C1)N=CN2)F)C)F 6-(1-((5-(difluoromethyl)-1-methyl-1H-pyrazol-4-yl)sulfonyl)piperidin-4-yl)-8-fluoro-7-methyl-[1,2,4]triazolo[1,5-a]pyridine